7-(aminomethyl)-N-(3-((1s,3s)-3-(cyanomethyl)-1-(4-methyl-4H-1,2,4-triazol-3-yl)cyclobutyl)phenyl)-3,3-dimethyl-2,3-dihydrofuro[3,2-b]pyridine-5-carboxamide NCC1=C2C(=NC(=C1)C(=O)NC1=CC(=CC=C1)C1(CC(C1)CC#N)C1=NN=CN1C)C(CO2)(C)C